1,5-Dimethyl-3-(2-(pyridin-3-yl)phenyl)-pyrazol-4-ol CN1N=C(C(=C1C)O)C1=C(C=CC=C1)C=1C=NC=CC1